Methyl (2R,3S,4S)-3-fluoro-4-hydroxy-1-(9-phenyl-9H-fluoren-9-yl)pyrrolidine-2-carboxylate F[C@H]1[C@H](N(C[C@@H]1O)C1(C2=CC=CC=C2C=2C=CC=CC12)C1=CC=CC=C1)C(=O)OC